P(=O)(OCC(COC(CCO)=O)OC(CCO)=O)(OC[C@@H](COC(CCCCCCCCCCCCC)=O)OC(CCCCCCCCCCCCC)=O)[O-] 2,3-bis((3-hydroxypropanoyl)oxy)propyl ((R)-2,3-bis(tetradecanoyloxy)propyl) phosphate